OC(=O)C(F)(F)F.ClC=1N=C(C2=C(N1)CNC2)Cl 2,4-dichloro-6,7-dihydro-5H-pyrrolo[3,4-d]pyrimidine TFA salt